FCN1CCNCC1 4-(fluoromethyl)piperazin